4,4-bis-(4-hydroxy-3,5-dimethyl-phenyl)-1-methyl-piperidine OC1=C(C=C(C=C1C)C1(CCN(CC1)C)C1=CC(=C(C(=C1)C)O)C)C